C=1C=CC2CCCCC12 3a,5,6,7-tetrahydro-4H-indene